C(CCC)C1=C(C2=NC(=CC(=C2S1)C1CC1)N1CCN(CC1)CC(=O)NC(C)C)C(=O)N n-butyl-7-cyclopropyl-5-(4-(2-(isopropylamino)-2-oxoethyl)piperazin-1-yl)thieno[3,2-b]pyridine-3-carboxamide